(9Z,12Z)-N-(4-((4-((5-azido-7-(butylamino)-2H-pyrazolo[4,3-d]pyrimidin-2-yl)methyl)-3,5-dimethoxybenzyl)(methyl)amino)butyl)octadeca-9,12-dienamide N(=[N+]=[N-])C=1N=C(C=2C(N1)=CN(N2)CC2=C(C=C(CN(CCCCNC(CCCCCCC\C=C/C\C=C/CCCCC)=O)C)C=C2OC)OC)NCCCC